oxan-2-one O1C(CCCC1)=O